C=C(C)C1=NC(=NC2=CC=C(C=C12)B1OC(C(O1)(C)C)(C)C)C(=O)OC methyl 4-(prop-1-en-2-yl)-6-(4,4,5,5-tetramethyl-1,3,2-dioxaborolan-2-yl)quinazoline-2-carboxylate